ClC[C@H](N)C(=O)O 3-chloroalanine